2,2-difluoroethyltrifluoroacetate FC(COC(C(F)(F)F)=O)F